OCC[C@H](CNC1=CC=C(C=N1)N1C(N(C=2C1=NC=CC2)C)=O)CNC=2N=NC(=CN2)C |r| rac-(R)-3-(6-((4-Hydroxy-2-(((6-methyl-1,2,4-triazin-3-yl)amino)methyl)butyl)amino)pyridin-3-yl)-1-methyl-1,3-dihydro-2H-imidazo[4,5-b]pyridin-2-one